terephthalic acid bis(2-propyl heptyl) ester C(CC)C(COC(C1=CC=C(C(=O)OCC(CCCCC)CCC)C=C1)=O)CCCCC